C(C)(C)(C)OC(=O)N1CC(NCC1)C 3-methylpiperazine-1-carboxylic acid Tert-butyl ester